OC1=C(C(=O)C2=CC=CC=C2)C=CC(=C1)OCC(COCCCO)O 2-hydroxy-4-(3-hydroxypropoxy-2-hydroxypropoxy)benzophenone